(+/-)-trans-N-(4-Pyridyl)-4-(1-aminoethyl)-cyclohexanecarboxamide N1=CC=C(C=C1)NC(=O)[C@@H]1CC[C@H](CC1)[C@@H](C)N |&1:15|